FC1=C(COC2=CC=CC=3NC(=NC32)CN3C(C(=CC=C3)NC([C@H](CC/C=C/C(=O)N(C)C)NC(=O)C=3OC=CN3)=O)=O)C=CC(=C1)F (S,E)-N7-(1-((4-((2,4-Difluorobenzyl)oxy)-1H-benzo[d]imidazol-2-yl)methyl)-2-oxo-1,2-dihydropyridin-3-yl)-N1,N1-dimethyl-6-(oxazol-2-carboxamido)hept-2-endiamid